N-[4-(6-amino-5-chloro-pyrimidin-4-yl)oxy-3-fluoro-phenyl]-1-(4-chloro-2-pyridyl)-5-(trifluoromethyl)pyrazole-4-carboxamide NC1=C(C(=NC=N1)OC1=C(C=C(C=C1)NC(=O)C=1C=NN(C1C(F)(F)F)C1=NC=CC(=C1)Cl)F)Cl